[B]1CCCCOO1 dioxaborepane